4-methyl-2-(5-(8-methyl-[1,2,4]triazolo[1,5-a]pyridin-6-yl)-4-(2,2,2-trifluoroethyl)-1H-pyrazol-3-yl)-5-(1-((tetrahydro-2H-pyran-4-yl)methyl)piperidin-4-yl)thiazole CC=1N=C(SC1C1CCN(CC1)CC1CCOCC1)C1=NNC(=C1CC(F)(F)F)C=1C=C(C=2N(C1)N=CN2)C